C(C)(C)C1=C(C=CC=C1)N1N=CC(=C1C(F)(F)F)C(=O)N 1-(2-isopropylphenyl)-5-(trifluoromethyl)-1H-pyrazole-4-carboxamide